Bicycloheptyl C1(CCCCCC1)C1CCCCCC1